2-hydroxy-1-[4-(hydroxyethoxy)-phenyl]-2-methyl-1-propanone OC(C(=O)C1=CC=C(C=C1)OCCO)(C)C